3-(Boc-amino)benzoic acid C(=O)(OC(C)(C)C)NC=1C=C(C(=O)O)C=CC1